icosane methacrylate C(C(=C)C)(=O)O.CCCCCCCCCCCCCCCCCCCC